C(CCC)C=1CC2=C(C=CC=C2C1)[C-]1C=CC=C1.[CH-]1C=CC=C1.[Fe+2] 2-butyl-7-ferrocenyl-1H-indene